ClC(=O)OC1=CC=CC=C1 phenyl chloroformate